C1(=CC=CC=C1)C1CCN(CC1)C=1C=C(C=CC1)NC(OC(C)(C)C)=O tert-butyl (3-(4-phenylpiperidin-1-yl)phenyl)carbamate